(+/-)-cis-2-methyl-4-((3-(methylcarbamoyl)-7-(trifluoromethyl)thieno[3,2-b]pyridin-5-yl)oxy)piperidine-1-carboxylic acid tert-butyl ester C(C)(C)(C)OC(=O)N1[C@H](C[C@H](CC1)OC1=CC(=C2C(=N1)C(=CS2)C(NC)=O)C(F)(F)F)C |r|